C1(CCC1)N1CCN(CC1)C1=CC=CC(=N1)N 6-(4-cyclobutylpiperazin-1-yl)pyridin-2-amine